4-sulfonyl dibenzoate C(C1=CC=CC=C1)(=O)OS(=O)(=O)OC(C1=CC=CC=C1)=O